N-cyclohexyl-5-(4-(trifluoromethyl)phenyl)-1H-pyrrolo[2,3-b]Pyridin-4-amine C1(CCCCC1)NC=1C2=C(N=CC1C1=CC=C(C=C1)C(F)(F)F)NC=C2